FC1=C(C#N)C=C(C=C1)N1C2CN(CC1CC2)C(CCNCC2=C(C=CC=1N2C=CN1)F)=O 2-fluoro-5-(3-{3-[({6-fluoroimidazo[1,2-a]pyridin-5-yl}methyl)amino]propanoyl}-3,8-diazabicyclo[3.2.1]octan-8-yl)benzonitrile